FC(C=1C=C(C=CC1)CC=C1CN(CCC1)C(=O)OC(C)(C)C)(F)F tert-butyl 3-(2-(3-(trifluoromethyl)phenyl)ethylidene)piperidine-1-carboxylate